P(=O)(O)(O)OCCCCCCCCCCCCCCCCCCCCCCCC tetracosyl alcohol phosphate